FC1(CCC(C1)O)F 4,4-difluorocyclopentane-1-ol